(S)-2-(1,1-bis(2-cyanophenyl)propan-2-yl)-N-(isoxazol-4-yl)-5-methoxy-1-methyl-6-oxo-1,6-dihydropyrimidine-4-carboxamide C(#N)C1=C(C=CC=C1)C([C@H](C)C=1N(C(C(=C(N1)C(=O)NC=1C=NOC1)OC)=O)C)C1=C(C=CC=C1)C#N